3-(6-chloro-8-cyclopropoxy-7-(5-methyl-1H-indazol-4-yl)-2-(((S)-1-methylpyrrolidin-2-yl)methoxy)quinazolin-4-yl)-3,6-diazabicyclo[3.1.1]Heptane-6-carboxylic acid tert-butyl ester C(C)(C)(C)OC(=O)N1C2CN(CC1C2)C2=NC(=NC1=C(C(=C(C=C21)Cl)C2=C1C=NNC1=CC=C2C)OC2CC2)OC[C@H]2N(CCC2)C